4-(4-trifluoromethylphenyl)-4-vinyl-1,3-dioxolane-2-one FC(C1=CC=C(C=C1)C1(OC(OC1)=O)C=C)(F)F